4-chloro-3-methyl-phenol ClC1=C(C=C(C=C1)O)C